CCCCCCCCCCCCCCCC(=O)OC/C=C(\\C)/C=C/C=C(\\C)/C=C/C1=C(CCCC1(C)C)C The molecule is an all-trans-retinyl ester obtained by formal condensation of the carboxy group of palmitic (hexadecanoic acid) with the hydroxy group of all-trans-retinol. It is a retinyl palmitate and an all-trans-retinyl ester. It derives from an all-trans-retinol.